4-aminophenylaminosulfonate NC1=CC=C(C=C1)NS(=O)(=O)[O-]